(R)-N-(2-(4-(4-cyclopropylpiperazin-1-yl)-[1,4'-bipiperidin]-1'-yl)-4-methoxy-5-((6-(3-(3-phenoxyphenyl)isooxazolidin-2-yl)pyrimidin-4-yl)amino)phenyl)acrylamide C1(CC1)N1CCN(CC1)C1CCN(CC1)C1CCN(CC1)C1=C(C=C(C(=C1)OC)NC1=NC=NC(=C1)N1OCC[C@@H]1C1=CC(=CC=C1)OC1=CC=CC=C1)NC(C=C)=O